3-((6-fluoro-5-(1-(2-fluoroethyl)-1H-benzo[d][1,2,3]triazol-6-yl)-4-methoxypyrrolo[2,1-f][1,2,4]triazin-2-yl)amino)-2,2-dimethylpropanenitrile FC=1C(=C2C(=NC(=NN2C1)NCC(C#N)(C)C)OC)C=1C=CC2=C(N(N=N2)CCF)C1